1-(2,4-difluorophenyl)-3-(4-fluorophenyl)-5-methyl-N-(2-(2-(methylsulfonyl)ethylamino)-2-oxoethyl)-4-(thiophen-2-yl)-4,5-dihydro-1H-pyrazole-5-carboxamide FC1=C(C=CC(=C1)F)N1N=C(C(C1(C(=O)NCC(=O)NCCS(=O)(=O)C)C)C=1SC=CC1)C1=CC=C(C=C1)F